CC=1C=C(C=CC1OC1=CC=2N(C=C1)C=C(N2)C)NC=2C1=C(N=CN2)SC2=C1CCNC2 N-(3-Methyl-4-((2-methylimidazo[1,2-a]pyridin-7-yl)oxy)phenyl)-5,6,7,8-tetrahydropyrido[4',3':4,5]thieno[2,3-d]pyrimidin-4-amine